CC1=CC=CC(=N1)C1=C(N=CN1)C=1C=C2C=C(C=NC2=CC1)C(=O)OCCCCN1CCCCC1 4-(piperidin-1-yl)butyl 6-(5-(6-methylpyridin-2-yl)-1H-imidazol-4-yl)quinoline-3-carboxylate